2-(6-(6-(4-(3-(2,4-dioxotetrahydropyrimidin-1(2H)-yl)benzyl)piperazin-1-yl)pyridazin-3-yl)-1-oxoisoindolin-2-yl)-2-(5-fluoro-2-hydroxyphenyl)-N-(thiazol-2-yl)acetamide O=C1N(CCC(N1)=O)C=1C=C(CN2CCN(CC2)C2=CC=C(N=N2)C2=CC=C3CN(C(C3=C2)=O)C(C(=O)NC=2SC=CN2)C2=C(C=CC(=C2)F)O)C=CC1